(S)-nitrogen (7,8-dihydro-6H-quinoline) N1=CC=CC=2CCCCC12.[N]